N=1C=NN2C1C=C(C=C2)OC2=C(C=C(C=C2)NC=2C1=C(N=CN2)NC=C1C(=O)N1CCC(CC1)NC(C=C)=O)C N-(1-(4-((4-([1,2,4]triazolo[1,5-a]pyridin-7-yloxy)-3-methylphenyl)amino)-7H-pyrrolo[2,3-d]pyrimidine-5-carbonyl)piperidin-4-yl)acrylamide